tert-butyl (9-(5-((4-chloro-2-methyl-2H-indazol-5-yl)thio)pyrazin-2-yl)-3-(4-methylthiazol-2-yl)-3,9-diazaspiro[5.5]undecane-1-yl)carbamate ClC=1C2=CN(N=C2C=CC1SC=1N=CC(=NC1)N1CCC2(CCN(CC2NC(OC(C)(C)C)=O)C=2SC=C(N2)C)CC1)C